ClC=1C2=CN(N=C2C=CC1C1=NNC2=NC(=CN=C21)N2C[C@@H]1[C@]([C@@H]1CC2)(C2=NC=C(C=C2)F)CN)C ((1S,6R,7S)-3-(3-(4-chloro-2-methyl-2H-indazol-5-yl)-1H-pyrazolo[3,4-b]pyrazin-6-yl)-7-(5-fluoropyridin-2-yl)-3-azabicyclo[4.1.0]heptan-7-yl)methanamine